C1(CCC1)CN(C)CC1=CC(=C(C(=C1)O)N1CC(NS1(=O)=O)=O)F 5-[4-[[cyclobutylmethyl(methyl)amino]methyl]-2-fluoro-6-hydroxy-phenyl]-1,1-dioxo-1,2,5-thiadiazolidin-3-one